BrC=1C=C(C(=NC1)C1CC(=NO1)N1C[C@H](CC1)NS(=O)(=O)CF)C1=C(C=CC=C1F)F N-[(3S)-1-{5-[5-bromo-3-(2,6-difluorophenyl)pyridin-2-yl]-4,5-dihydro-1,2-oxazol-3-yl}pyrrolidin-3-yl]-1-fluoromethanesulfonamide